ClC=1C=C2C=3C4CCN(C(C3NC2=CC1)C(=O)N)C4 5-chloro-9,12-diazatetracyclo(10.2.1.02,10.03,8)pentadeca-2(10),3,5,7-tetraene-11-carboxamide